C(#N)C1=C(C=C(C=C1)NC(C(CN1N=CC(=C1)F)(C)O)=O)C(F)(F)F N-(4-Cyano-3-(trifluoromethyl)phenyl)-3-(4-fluoro-1H-pyrazol-1-yl)-2-hydroxy-2-methylpropanamide